ClC1=CC=C(C=C1)C1(N(C(C2=CC(=CC(=C12)F)C(=O)C=1N=CN(C1)C)=O)CC1=CC=C(C=N1)C#N)OCC1(COC1)F 6-{[1-(4-chlorophenyl)-7-fluoro-1-[(3-fluorooxetan-3-yl)methoxy]-5-(1-methyl-1H-imidazole-4-carbonyl)-3-oxo-2,3-dihydro-1H-isoindol-2-yl]methyl}pyridine-3-carbonitrile